[C@@H]1([C@H](O)[C@](CO)(O)CO1)O[C@H]1[C@@H](O[C@@H]([C@H]([C@@H]1O)O)CO)O[C@H]1[C@H](O[C@H]2[C@H](O)[C@](CO)(O)CO2)[C@@H](O)[C@H](O)[C@H](O1)CO 2-O-D-apio-β-D-furanosyl-β-D-glucopyranosyl ether